NCCN1C(CCCC1)=O 1-(2-Aminoethyl)piperidin-2-one